4-[4-(2-amino-1-hydroxyethyl)-3-fluorophenyl]-3-(2-methyl-6-morpholin-4-ylpyrimidin-4-yl)oxybenzonitrile NCC(O)C1=C(C=C(C=C1)C1=C(C=C(C#N)C=C1)OC1=NC(=NC(=C1)N1CCOCC1)C)F